(3-bromo-2-chlorophenyl)-2-methylthiooxazolo[4,5-c]pyridin-4-amine BrC=1C(=C(C=CC1)C1=CC2=C(C(=N1)N)N=C(O2)SC)Cl